4-Chloro-3'-(((1-oxo-2-(pyridin-2-ylmethyl)isoindolin-5-yl)oxy)methyl)-[1,1'-biphenyl] ClC1=CC=C(C=C1)C1=CC(=CC=C1)COC=1C=C2CN(C(C2=CC1)=O)CC1=NC=CC=C1